2-amino-3-(3-hydroxy-2,6-dimethylphenyl)-5-(1-methyl-2-oxo-1,2-dihydropyridin-4-yl)benzamide NC1=C(C(=O)N)C=C(C=C1C1=C(C(=CC=C1C)O)C)C1=CC(N(C=C1)C)=O